(1R,2S)-1-(2-chlorophenyl)-N1-methyl-N2-(3-morpholinopropyl)cyclohexane-1,2-diamine ClC1=C(C=CC=C1)[C@]1([C@H](CCCC1)NCCCN1CCOCC1)NC